1,2-di-oxo-hexadecyl-racemic-glycerol O=C(C(CCCCCCCCCCCCCC)=O)C(O)C(O)CO